C(CCCCCCC)(=O)OCC(COC(CCCCCCC)=O)(COC(CCCCCCC)=O)NCCS(NCCCN(C)C)(=O)=O 2-((2-(N-(3-(Dimethylamino)propyl)sulfamoyl)ethyl)amino)-2-((octanoyloxy)methyl)propane-1,3-diyl dioctanoate